4-bromo-2-(5-tosyl-5H-pyrrolo[2,3-b]pyrazin-7-yl-6-d)thiazole BrC=1N=C(SC1)C1=C(N(C2=NC=CN=C21)S(=O)(=O)C2=CC=C(C)C=C2)[2H]